7-(3-fluoro-4-(1-(1-(4-fluorophenyl)ethyl)-1H-pyrazol-4-yl)pyridin-2-yl)-[1,2,4]triazolo[1,5-a]pyridin-2-amine FC=1C(=NC=CC1C=1C=NN(C1)C(C)C1=CC=C(C=C1)F)C1=CC=2N(C=C1)N=C(N2)N